carbamide NC(N)=O